5-[4-[[3-[4-(3-aminopropoxy)-2,6-dimethylphenyl]phenyl]methoxy]phenyl]isothiazole-3-ol 1-oxide NCCCOC1=CC(=C(C(=C1)C)C=1C=C(C=CC1)COC1=CC=C(C=C1)C1=CC(=NS1=O)O)C